6-bromobenzo[d]oxazole-2-carboxylic acid BrC1=CC2=C(N=C(O2)C(=O)O)C=C1